The molecule is a cyclodiene organochlorine insecticide. It has a role as a GABA-gated chloride channel antagonist and a persistent organic pollutant. It derives from a hydride of an indene. C1C2C(C(C1Cl)Cl)C3(C(=C(C2(C3(Cl)Cl)Cl)Cl)Cl)Cl